tert-butyl 4-(1-benzothien-2-yl)-4-hydroxypiperidine-1-carboxylate S1C(=CC2=C1C=CC=C2)C2(CCN(CC2)C(=O)OC(C)(C)C)O